C(C)(C)C1=CC=C(C=C1)C(CSC1=NN=C(N1)C1=CC=CC=C1)=O 1-(4-isopropylphenyl)-2-((5-phenyl-4H-1,2,4-triazol-3-yl)thio)ethan-1-one